N-(5-(benzylamino)-[1,2,4]triazolo[4,3-c]pyrimidin-8-yl)benzamide C(C1=CC=CC=C1)NC1=NC=C(C=2N1C=NN2)NC(C2=CC=CC=C2)=O